C1(CC1)C=1SC2=C(C(=NN(C2=O)CC(=O)NC=2C=CC=3N(N2)C(=NN3)C(F)(F)F)C(C)C)N1 2-(2-cyclopropyl-4-isopropyl-7-oxo-thiazolo[4,5-d]pyridazin-6-yl)-N-[3-(trifluoromethyl)-[1,2,4]triazolo[4,3-b]pyridazin-6-yl]acetamide